ClC1=CC(=C(CCOC2=CC=C3CCN(CC3=C2)CC2=NC3=C(N2C[C@H]2OCC2)C=C(C=C3)C(=O)O)C=C1)F (S)-2-((7-(4-chloro-2-fluorophenethoxy)-3,4-dihydroisoquinolin-2(1H)-yl)methyl)-1-((oxetan-2-yl)methyl)-1H-benzo[d]imidazole-6-carboxylic acid